methyl 4-[(2-amino-4-chloro-pyrrolo[3,2-d]pyrimidin-5-yl)methyl]-3-methoxy-benzoate NC=1N=C(C2=C(N1)C=CN2CC2=C(C=C(C(=O)OC)C=C2)OC)Cl